C1(=CC=C(C=C1)OCCNCCOC1=CC=C(C=C1)C)C bis[2-(p-tolyloxy)ethyl]amine